P(O)(O)(=O)N.FC=1C=C(C=C(C1)F)C1CC=NN1C(=O)C12CC(C1)(C2)CN2CCOCC2 (5-(3,5-Difluorophenyl)-4,5-dihydro-1H-pyrazol-1-yl)(3-(morpholinomethyl)bicyclo[1.1.1]pent-1-yl)methanone Phosphoromonoamidate